pyridine-6-carboxylic acid dimethylcarbamoylmethyl-amide CN(C(=O)CNC(=O)C1=CC=CC=N1)C